2,2',2''-(10-(2-((2-(methacryloyloxy)ethyl)amino)-2-oxoethyl)-1,4,7,10-tetraazacyclododecane-1,4,7-triyl)triacetic acid C(C(=C)C)(=O)OCCNC(CN1CCN(CCN(CCN(CC1)CC(=O)O)CC(=O)O)CC(=O)O)=O